C1=CC(OC)=C2C=3[C@@]45[C@@H](O2)C(=O)CC[C@@]4(O)[C@@H](CC13)N(C)CC5 anti-oxycodone